C1(=CC=CC2=CC=CC=C12)C1=C(C=CC=C1)C1=C(C(=C(C(=C1C1=CC=CC2=CC=CC=C12)C1=CC=CC2=CC=CC=C12)C1=CC=CC2=CC=CC=C12)N)N tetranaphthyl-biphenyldiamine